C(CCCCC)[C@H](C(=O)O)CCCCCCCC (S)-2-hexyldecanoic acid